C(C)(=O)OC=1CCN=NC1 pyridazin-5(4H)-yl acetate